5-chloro-7-{3-methylbicyclo[1.1.1]pentan-1-yl}-2-(methylsulfanyl)imidazo[4,3-f][1,2,4]triazine ClC=1N=C(N2N=C(N=CC21)SC)C21CC(C2)(C1)C